C(=O)O.NC1=CN=NC2=CC(=CC=C12)C=1C=C(C=CC1OC([2H])([2H])[2H])B(O)O [3-(4-AMINOCINNOLIN-7-YL)-4-(2H3)METHOXYPHENYL]BORONIC ACID FORMIC ACID SALT